6-(6-Methoxypyridin-3-yl)-N-(6-methoxypyrimidin-4-yl)-5-methyl-2-(1-methyl-1H-imidazol-2-yl)pyrrolo[2,1-f][1,2,4]triazin-4-amine COC1=CC=C(C=N1)C=1C(=C2C(=NC(=NN2C1)C=1N(C=CN1)C)NC1=NC=NC(=C1)OC)C